N4-(2-chlorophenyl)-2-fluorobenzene-1,4-diamine ClC1=C(C=CC=C1)NC1=CC(=C(C=C1)N)F